FC(C(=O)C1=NC=CC=C1)(F)F 2,2,2-trifluoro-1-(pyridine-2-yl)ethan-1-one